COC1=CC2(CCC(N2)=O)C=CC1=O 7-Methoxy-1-azaspiro[4.5]decan-6,9-diene-2,8-dione